FC(OC1=CC=C(C=C1)C=1C(C(=CN2C1N=C(C=C2)OCC(F)(F)F)C2=CC1=CN(N=C1C=C2)C)=O)F 9-[4-(difluoromethoxy)phenyl]-7-(2-methyl-2H-indazol-5-yl)-2-(2,2,2-trifluoroethoxy)-8H-pyrido[1,2-a]pyrimidin-8-one